(R)-2-(1,5-Dimethyl-3-phenyl-1H-pyrrol-2-yl)-2-oxo-N-(3-(5-sulfamoylpyrimidine-2-yl)-1,2,3,4,4a,5-hexahydrobenzo[b]pyrazino[1,2-d][1,4]oxazin-8-yl)acetamide CN1C(=C(C=C1C)C1=CC=CC=C1)C(C(=O)NC=1C=CC2=C(OC[C@@H]3N2CCN(C3)C3=NC=C(C=N3)S(N)(=O)=O)C1)=O